1-methyl-3'H-spiro[azetidine-3,2'-benzofuran] CN1CC2(OC3=C(C2)C=CC=C3)C1